3-hydroxy-benzoimidazole ON1C=NC2=C1C=CC=C2